N-(4-chlorophenyl)-1,4-benzoxazine ClC1=CC=C(C=C1)N1C=COC2=C1C=CC=C2